N1(N=CN=C1)C[C@@H]1C[C@@H](CC1)NCC(=O)N1[C@@H](C[C@@H](C1)F)C#N (2S,4S)-1-(((1R,3S)-3-((1H-1,2,4-triazol-1-yl)methyl)cyclopentyl)glycyl)-4-fluoropyrrolidine-2-carbonitrile